2-amino-4'-chloro-2'-fluoro-5-(2-(1-methyl-1H-pyrazol-4-yl)morpholino)-[1,1'-biphenyl]-3-carboxylic acid NC1=C(C=C(C=C1C(=O)O)N1CC(OCC1)C=1C=NN(C1)C)C1=C(C=C(C=C1)Cl)F